6-bromo-2-(3-cyclopropyl-1H-pyrazol-4-yl)quinoxaline BrC=1C=C2N=CC(=NC2=CC1)C=1C(=NNC1)C1CC1